FC(F)(F)C1=C(C(=NC=C1)C=1C=NC=CC1)C(F)(F)F bis(trifluoromethyl)[2,3'-bipyridin]